1-(4-(4-benzisoxazolyl)piperazin-1-yl)butyl-2H-benzotriazol hydrochloride Cl.O1N=CC2=C1C=CC=C2N2CCN(CC2)C(CCC)N2N=C1C(=N2)C=CC=C1